(5S,8S)-N-((R)-1-(2,4-dichlorophenyl)ethyl)-5-fluoro-8-hydroxy-5,6,7,8-tetrahydro-quinoline-5-carboxamide ClC1=C(C=CC(=C1)Cl)[C@@H](C)NC(=O)[C@]1(C=2C=CC=NC2[C@H](CC1)O)F